C(#C)C=1C=C(C=CC1)NC(=O)C1=C(N=CS1)C N-(3-ethynylphenyl)-4-methylthiazole-5-carboxamide